C1(=CC=CC=C1)C=1C=CC=2N(C3=CC=C(C=C3C2C1)C1=CC=CC=C1)C1=C(C#N)C(=C(C(=C1C#N)N1C2=CC=C(C=C2C=2C=C(C=CC12)C1=CC=CC=C1)C1=CC=CC=C1)N1C2=CC=C(C=C2C=2C=C(C=CC12)C1=CC=CC=C1)C1=CC=CC=C1)N1C2=CC=C(C=C2C=2C=C(C=CC12)C1=CC=CC=C1)C1=CC=CC=C1 2,4,5,6-tetra(3,6-diphenyl-9H-carbazole-9-yl)isophthalonitrile